CC1=CC=C(C=C1)S(=O)(=O)NC(=O)NN2CCCCCC2 The molecule is an N-sulfonylurea that is 1-tosylurea in which a hydrogen attached to the nitrogen at position 3 is replaced by an azepan-1-yl group. A hypoglycemic agent, it is used for the treatment of type 2 diabetes mellitus. It has a role as a hypoglycemic agent and a potassium channel blocker.